3-{(3R,4R)-3-[(6-aminopyrimidin-4-yl)(methyl)amino]-4-methylpiperidin-1-yl}-3-oxopropanenitrile NC1=CC(=NC=N1)N([C@H]1CN(CC[C@H]1C)C(CC#N)=O)C